COC1=C(C=C(C=C1)N1CCC(CC1)(C)OC)S(=O)(=O)NC(=O)C1=NC2=CC=CC(=C2C=C1)N1N=CC=C1 N-((2-methoxy-5-(4-methoxy-4-methylpiperidin-1-yl)phenyl)sulfonyl)-5-(1H-pyrazol-1-yl)quinoline-2-carboxamide